C(=O)O.Cl.COC1=C2C=NC=NC2=CC=C1 5-methoxyquinazoline hydrochloride formate